2-hydroxy-1-(p-tolyl)ethan-1-one OCC(=O)C1=CC=C(C=C1)C